[C@H]12CN(C[C@H](CC1)N2)C=2C1=C(N=C(N2)OC[C@]23CCCN3C[C@@H](C2)F)C(=C(N=C1C1=CC(=CC2=CC=CC=C12)O)Cl)F 4-(4-((1R,5S)-3,8-diazabicyclo[3.2.1]octane-3-yl)-7-chloro-8-fluoro-2-(((2R,7aS)-2-fluorohexahydro-1H-pyrrolizin-7a-yl)methoxy)pyrido[4,3-d]pyrimidin-5-yl)naphthalene-2-ol